CN1CC(C1)(CCCCCCCC\C=C/C\C=C/CCCCC)CCCCCCCC\C=C/C\C=C/CCCCC 1-methyl-3,3-bis((9Z,12Z)-octadeca-9,12-dien-1-yl)azetidine